1-((2S,4R)-4-((4-fluoro-2-methoxyphenyl)amino)-2-methyl-6-(1-methyl-1H-pyrazol-3-yl)-3,4-dihydroquinolin-1(2H)-yl)ethanone FC1=CC(=C(C=C1)N[C@@H]1C[C@@H](N(C2=CC=C(C=C12)C1=NN(C=C1)C)C(C)=O)C)OC